2-((2-Fluoro-4-(trifluoromethyl)benzyl)oxy)-6-(piperidin-4-yl)pyridine FC1=C(COC2=NC(=CC=C2)C2CCNCC2)C=CC(=C1)C(F)(F)F